O[C@H]1CN(CCC1)C1=C(C=C(C=C1)N1N=NN=C1)NS(=O)(=O)C=1C=C(C(=O)OC)C=CC1OC (R)-methyl 3-(N-(2-(3-hydroxypiperidin-1-yl)-5-(tetrazol-1-yl) phenyl) sulfamoyl)-4-methoxybenzoate